ClOS(=P([S-])([O-])[O-])OCl.[Zn+2].ClOS(=P([S-])([O-])[O-])OCl.[Zn+2].[Zn+2] Zinc dichlorooxydithiophosphate